NC=1N=C(C2=C(C=CC=C2C1)F)C1=C(C=2N=C(N=CC2C=N1)OC[C@]12CCCN2C[C@@H](C1)F)F 7-(3-amino-8-fluoroisoquinolin-1-yl)-8-fluoro-2-(((2R,7aS)-2-fluorotetrahydro-1H-pyrrolizin-7a(5H)-yl)methoxy)pyrido[4,3-d]pyrimidin